2-(2,4-Dichlorophenyl)-5-(hydroxymethyl)-1-(4-iodophenyl)-1H-imidazole-4-carboxylic acid ClC1=C(C=CC(=C1)Cl)C=1N(C(=C(N1)C(=O)O)CO)C1=CC=C(C=C1)I